m-phenylendiamine C1(=CC(=CC=C1)N)N